4-([1,2,4]triazolo[1,5-a]pyridin-7-yloxy)-2-fluoro-3-(trifluoromethyl)aniline N=1C=NN2C1C=C(C=C2)OC2=C(C(=C(N)C=C2)F)C(F)(F)F